FC(CN1CCC(CC1)C1(OC2=C(O1)C(=C(C=C2C2=CC1=C(OCO1)C=C2)C(=O)NCC=2C(NC(=CC2SC)C)=O)C)C)F 2-(1-(2,2-difluoroethyl)piperidin-4-yl)-2,7-dimethyl-N-((6-methyl-4-(methylthio)-2-oxo-1,2-dihydropyridin-3-yl)methyl)-[4,5'-bibenzo[d][1,3]dioxol]-6-carboxamide